1-[(2R,4S,5S)-5-(Hydroxymethyl)-4-[4-[[2-methoxy-4-[(E)-3-(4-methoxyphenyl)-3-oxoprop-1-enyl]phenoxy]methyl]triazol-1-yl]oxolan-2-yl]-5-methylpyrimidine-2,4-dione OC[C@@H]1[C@H](C[C@@H](O1)N1C(NC(C(=C1)C)=O)=O)N1N=NC(=C1)COC1=C(C=C(C=C1)\C=C\C(=O)C1=CC=C(C=C1)OC)OC